COC(C1=C(C(=C(C=C1)C)N)C)=O 3-amino-2,4-dimethyl-benzoic acid methyl ester